N-((1-(3,4-difluorophenyl)-1,2,3,4-tetrahydroquinolin-3-yl)methyl)acrylamide FC=1C=C(C=CC1F)N1CC(CC2=CC=CC=C12)CNC(C=C)=O